4-(cyclopentylamino)-2-((1-((4-(2-hydroxypropan-2-yl)phenyl)sulfonyl)piperidin-4-yl)amino)pyrimidine-5-carbonitrile C1(CCCC1)NC1=NC(=NC=C1C#N)NC1CCN(CC1)S(=O)(=O)C1=CC=C(C=C1)C(C)(C)O